FC=1C=C(C=CC1SC1CN(C1)C(CCC1=C(C=C(C=C1)C(F)(F)F)CN1N=C(N=N1)C)=O)S(=O)(=O)N 3-fluoro-4-[1-[3-[2-[(5-methyltetrazol-2-yl)methyl]-4-(trifluoromethyl)phenyl]propanoyl]azetidin-3-yl]sulfanylbenzenesulfonamide